C(C=C)C1=C2C=CNC2=CC(=C1OC=1C=CC(=C(C#N)C1)F)F 5-((4-allyl-6-fluoro-1H-indol-5-yl)oxy)-2-fluoro-benzonitrile